methyl 2-bromo-4-(difluoromethyl)benzoate BrC1=C(C(=O)OC)C=CC(=C1)C(F)F